7-(1-(4-(Cyclopropanecarbonyl)piperazin-1-yl)ethyl)-3-ethylquinolin-2(1H)-one C1(CC1)C(=O)N1CCN(CC1)C(C)C1=CC=C2C=C(C(NC2=C1)=O)CC